C(CCC)P(CCCC)(CCCC)=CC#N (tributyl-lambda~5~-phosphanylidene)acetonitrile